4-chloro-7-ethyl-7H-imidazo[4,5-c]Pyridazine ClC=1C2=C(N=NC1)N(C=N2)CC